(S)-1-cyclopentyl-5-(2-(1,1-difluoroethyl)phenyl)-N-(5-(3,3-difluoropiperidin-1-yl)-1-oxo-1-(thiazol-2-ylamino)pent-3-yl)-1H-pyrazole-3-carboxamide C1(CCCC1)N1N=C(C=C1C1=C(C=CC=C1)C(C)(F)F)C(=O)N[C@H](CC(NC=1SC=CN1)=O)CCN1CC(CCC1)(F)F